{4-[(6-chloro-7-methoxyquinolin-4-yl)oxy]phenyl}(imino)methyl-λ6-sulfanone ClC=1C=C2C(=CC=NC2=CC1OC)OC1=CC=C(C=C1)[SH2](=O)C=N